N-allyl-N-[[4-[5-(trifluoromethyl)-1,2,4-oxadiazol-3-yl]phenyl]methyl]-propanamide C(C=C)N(C(CC)=O)CC1=CC=C(C=C1)C1=NOC(=N1)C(F)(F)F